C(C)(C)(C)OC(=O)N1C[C@H]2C([C@H]2C1)C=O (1R,5S,6r)-6-formyl-3-azabicyclo[3.1.0]Hexane-3-carboxylic acid tert-butyl ester